1-(2-fluorophenyl)-3-(5-(4-methoxyphenyl)-1,3,4-thiadiazol-2-yl)urea FC1=C(C=CC=C1)NC(=O)NC=1SC(=NN1)C1=CC=C(C=C1)OC